(R)-tert-butyl methyl(1-oxopropan-2-yl)carbamate CN(C(OC(C)(C)C)=O)[C@@H](C=O)C